1-((S)-1-(3-bromo-5-fluorophenyl)-2-hydroxyethyl)-4-(3-(tetrahydrofuran-3-yl)-1H-indazol-5-yl)pyridin-2(1H)-one BrC=1C=C(C=C(C1)F)[C@@H](CO)N1C(C=C(C=C1)C=1C=C2C(=NNC2=CC1)C1COCC1)=O